OC[C@H](C1=CC=CC=C1)NC1=NC(=NC=C1C(=O)OCC)NC1=CC=C2CC(N(CC2=C1)C)=O ethyl 4-[[(1S)-2-hydroxy-1-phenyl-ethyl]amino]-2-[(2-methyl-3-oxo-1,4-dihydroisoquinolin-7-yl)amino]pyrimidine-5-carboxylate